6-(Cyclopropanecarboxamido)-4-((5-methyl-4-oxo-4,5-dihydrothieno[3,2-c]pyridin-3-yl)amino)pyridazine-3-carboxylic acid C1(CC1)C(=O)NC1=CC(=C(N=N1)C(=O)O)NC1=CSC2=C1C(N(C=C2)C)=O